C[Si]1(CCN(CC1)C1=C(C(=O)O)C=CC(=C1)S(=O)(=O)C)C 2-(4,4-dimethyl-1,4-azasilinan-1-yl)-4-(methylsulfonyl)benzoic acid